2-(3-Bromophenyl)-2,7-dimethyl-7-(3-methyl-2-oxooxazolidin-5-yl)octanoic acid BrC=1C=C(C=CC1)C(C(=O)O)(CCCCC(C)(C1CN(C(O1)=O)C)C)C